tert-Butyl (5-chloro-1-(difluoromethyl)-3-iodo-1H-pyrrolo[3,2-b]pyridin-7-yl)(thiophen-2-ylmethyl)carbamate ClC1=CC(=C2C(=N1)C(=CN2C(F)F)I)N(C(OC(C)(C)C)=O)CC=2SC=CC2